({5-[4-(Trifluoromethyl)phenyl]-4H-1,2,4-triazol-3-yl}methyl)carbamic acid tert-butyl ester C(C)(C)(C)OC(NCC1=NN=C(N1)C1=CC=C(C=C1)C(F)(F)F)=O